4-Cyano-3-(trifluoromethylphenyl)-3-(3-(4-fluorophenyl)-1H-pyrazol-1-yl)-2-hydroxy-2-methylpropanamide C(#N)C=1C(=NN(C1)C(C(C(=O)N)(C)O)C1=C(C=CC=C1)C(F)(F)F)C1=CC=C(C=C1)F